ClC1=CC=C(CSC=2OC3=C(N2)C=CC=C3)C=C1 2-((4-chlorobenzyl)sulfenyl)benzo[d]oxazole